6-(2-(1H-tetrazol-5-yl)phenyl)-N2-benzyl-N4-(2-chlorophenyl)-N2-isobutylpyridine-2,4-diamine N1N=NN=C1C1=C(C=CC=C1)C1=CC(=CC(=N1)N(CC(C)C)CC1=CC=CC=C1)NC1=C(C=CC=C1)Cl